2-(((4-((1R,5S)-3,8-diazabicyclo[3.2.1]octan-3-yl)-7-(8-chloronaphthalen-1-yl)-8-fluoropyrido[4,3-d]pyrimidin-2-yl)oxy)methyl)propane-1,3-diol [C@H]12CN(C[C@H](CC1)N2)C=2C1=C(N=C(N2)OCC(CO)CO)C(=C(N=C1)C1=CC=CC2=CC=CC(=C12)Cl)F